4-((2-(1-Tosyl-4-(trifluoromethyl)piperidin-2-yl)benzyl)amino)-1H-imidazole-5-carboxamide S(=O)(=O)(C1=CC=C(C)C=C1)N1C(CC(CC1)C(F)(F)F)C1=C(CNC=2N=CNC2C(=O)N)C=CC=C1